C1C2C=CC1C=C2 bicyclo[2.2.1]Heptadiene